4-(4-fluorophenyl)-1-isopropyl-5-(tributylstannyl)-1H-imidazole FC1=CC=C(C=C1)C=1N=CN(C1[Sn](CCCC)(CCCC)CCCC)C(C)C